3-((5-methylisoxazol-3-yl)methyl)-5-(3-(trifluoromethyl)phenyl)pyridine-2,3-diamine CC1=CC(=NO1)CC1(C(N=CC(=C1)C1=CC(=CC=C1)C(F)(F)F)N)N